ClC1=CC(=C(N=N1)C(=O)NC([2H])([2H])[2H])NC1=NC=CC=2C=3C(CN(C12)C)=NN(N3)C 6-chloro-4-((2,5-dimethyl-4,5-dihydro-2H-[1,2,3]triazolo[4,5-c][1,7]naphthyridin-6-yl)amino)-N-(methyl-d3)pyridazine-3-carboxamide